C=1(C(=CC=CC1O)C)C(=O)[O-] m-cresolAt